5-bromo-1-(butene-3-yl)-2-methylimidazole BrC1=CN=C(N1C(C=C)C)C